4-[5-(trifluoromethyl)-1,2,4-oxadiazol-3-yl]benzoyl-hydrazine FC(C1=NC(=NO1)C1=CC=C(C(=O)NN)C=C1)(F)F